COCCOC1=CC=C2CCCC(C2=C1)=O 7-(2-methoxyethoxy)-3,4-dihydronaphthalen-1(2H)-one